N-Benzyl-3-[2-(2-{2-[(1-hydroxy-6-oxopyridin-2-yl)formamido]ethoxy}ethoxy)ethoxy]propanamide C(C1=CC=CC=C1)NC(CCOCCOCCOCCNC(=O)C=1N(C(C=CC1)=O)O)=O